N-[3-[2,5-bis(difluoromethoxy)phenyl]-1-[[2-[1-(1-methyl-4-piperidyl)azetidin-3-yl]tetrazol-5-yl]methyl]pyrazol-4-yl]pyrazolo[1,5-a]pyrimidine-3-carboxamide FC(OC1=C(C=C(C=C1)OC(F)F)C1=NN(C=C1NC(=O)C=1C=NN2C1N=CC=C2)CC=2N=NN(N2)C2CN(C2)C2CCN(CC2)C)F